CC1=CC=CC=[N+]1[O-] 6-methylpyridine 1-oxide